tert-butyl (S)-2-[2-[1-isopropyl-3-(Trifluoromethyl)-1H-pyrazole-4-carbonyl]-6-(3-methyl-1H-pyrrolo[2,3-b]pyridin-5-yl)-1,2,3,4-Tetrahydroisoquinolin-8-yl]pyrrolidine-1-carboxylate C(C)(C)N1N=C(C(=C1)C(=O)N1CC2=C(C=C(C=C2CC1)C=1C=C2C(=NC1)NC=C2C)[C@H]2N(CCC2)C(=O)OC(C)(C)C)C(F)(F)F